FC1([C@H]2CC=3C(=NNC3C[C@]21C)C(=O)NC=2C=NC(=CC2)C2CCNCC2)F (4aS,5aR)-5,5-difluoro-5a-methyl-N-(6-(piperidin-4-yl)pyridin-3-yl)-1,4,4a,5,5a,6-hexahydrocyclopropa[f]indazole-3-carboxamide